C(CCCCCCC)S(=P(O)(O)O)(CCCCCCCC)CCCCCCCC.P(OCCCCCCCC)(OCCCCCCCC)(OCCCCCCCC)=S trioctyl phosphorothioate (trioctylthiophosphate)